8-chloro-2-(6-ethoxy-3-pyridyl)quinazoline-4-carboxylic acid ClC=1C=CC=C2C(=NC(=NC12)C=1C=NC(=CC1)OCC)C(=O)O